2,5-bis(1,1,2-trifluoro-2-(perfluoromorpholino)ethyl)tetrahydrofuran FC(C(N1C(C(OC(C1(F)F)(F)F)(F)F)(F)F)F)(F)C1OC(CC1)C(C(F)N1C(C(OC(C1(F)F)(F)F)(F)F)(F)F)(F)F